Yttrium dioxid [O-2].[O-2].[Y+3]